S(N)(=O)(=O)C(C)O sulfamoylethanol